N-(5-((4-chlorobenzyl)oxy)-1,3,4-thiadiazol-2-yl)-3-(4-cyano-2-methoxyphenyl)isonicotinamide ClC1=CC=C(COC2=NN=C(S2)NC(C2=C(C=NC=C2)C2=C(C=C(C=C2)C#N)OC)=O)C=C1